C1=CC=CC=2C3=CC=CC=C3C(C12)COC(=O)N[C@H](C(=O)O)COCC(F)(F)F (2S)-2-(9H-fluorene-9-ylmethoxycarbonylamino)-3-(2,2,2-trifluoroethoxy)propanoic acid